tert-butyl-2-(cyanomethyl)-4-[2-[[(2S)-1-isopropylpyrrolidin-2-yl]methoxy]-7-(1-naphthyl)-6,8-dihydro-5H-pyrido[3,4-d]pyrimidin-4-yl]piperazine C(C)(C)(C)N1C(CN(CC1)C=1C2=C(N=C(N1)OC[C@H]1N(CCC1)C(C)C)CN(CC2)C2=CC=CC1=CC=CC=C21)CC#N